C1=CC=C(C(=C1)C2=C(C(=O)NC2=O)NC3=CC(=C(C=C3)O)Cl)[N+](=O)[O-] The molecule is a member of the class of maleimides carrying 3-chloro-4-hydroxyphenylamino and 2-nitrophenyl substituents at positions 3 and 4 respectively. It has a role as an EC 2.7.11.26 (tau-protein kinase) inhibitor, an antioxidant, a neuroprotective agent and an apoptosis inducer. It is a member of maleimides, a member of nitrobenzenes, a member of phenols, a member of monochlorobenzenes, a substituted aniline and a secondary amino compound.